C12CC=CC2CC1 bicyclo[3.2.0]hept-3-ene